C(C(=C)C)(=O)CCS(=O)(=O)O 2-methacryloyl-ethanesulfonic acid